tert-butyl (S)-4-(3-((1-(4-((1-(tert-butoxycarbonyl)pyrrolidin-3-yl)oxy)-3-(4-hydroxy-4-methylpiperidin-1-yl)benzoyl)piperidin-4-yl)oxy)-5-fluorophenyl)piperazine-1-carboxylate C(C)(C)(C)OC(=O)N1C[C@H](CC1)OC1=C(C=C(C(=O)N2CCC(CC2)OC=2C=C(C=C(C2)F)N2CCN(CC2)C(=O)OC(C)(C)C)C=C1)N1CCC(CC1)(C)O